CN1N=NC2=C1C=CC(=C2C)[C@@H](C(C(=O)O)(C)C)C2=CC(=C(C=C2)C)CN2C[C@H](OC1=C(C2)N=C(C=C1)O)C(C)C (S)-3-(1,4-dimethyl-1H-benzo[d][1,2,3]triazol-5-yl)-3-(3-(((R)-7-hydroxy-2-isopropyl-2,3-dihydropyrido[2,3-f][1,4]oxazepin-4(5H)-yl)methyl)-4-methylphenyl)-2,2-dimethylpropionic acid